benzyl 3-(1-(4-methoxybenzyl)-1H-1,2,4-triazol-5-yl)-5-methylenepiperidine-1-carboxylate COC1=CC=C(CN2N=CN=C2C2CN(CC(C2)=C)C(=O)OCC2=CC=CC=C2)C=C1